C(=O)(OC(C)(C)C)N1C[C@@H]2CNC[C@@H]2C1 cis-N-BOC-hexahydro-pyrrolo[3,4-c]pyrrole